ClC=1C=C(C=C(C1)NS(=O)(=O)C)NC(=O)C=1SC=C(C1)C1=C(C=CC=C1F)F N-(3-chloro-5-(methylsulfonamido)phenyl)-4-(2,6-difluorophenyl)thiophene-2-carboxamide